methyl 1-[(4R)-2-[(3-bromo-2-chloro-phenyl)carbamoyl]-4,5,6,7-tetrahydropyrazolo[1,5-a]pyridin-4-yl]azetidine-3-carboxylate BrC=1C(=C(C=CC1)NC(=O)C1=NN2C([C@@H](CCC2)N2CC(C2)C(=O)OC)=C1)Cl